[2H]C1=C(C2=C3C(=C1[2H])C(=C(C4=C(C(=C(C(=C43)C(=C2[2H])[2H])[2H])[2H])[N+](=O)[O-])[2H])[2H])[2H] 1-nitropyrene-D9